C[C@@H]1[C@H]2[C@H]3CC[C@@H]4[C@]5(CC[C@@H](C([C@@H]5CC[C@]4([C@@]3(CC[C@]2(CC=C1C)C(=O)O)C)C)(C)C)O)C The molecule is a pentacyclic triterpenoid that is urs-20-ene substituted by a carboxy group at position 28 and a beta-hydroxy group at position 3. It has been isolated from Juglans sinensis. It has a role as a plant metabolite. It is a pentacyclic triterpenoid and a hydroxy monocarboxylic acid. It derives from a hydride of an ursane.